S(SCCNC(CCCCCCCC1C(C1)CCCCCCCC)CCCCCCCCC)CCNC(CCCCCCCC1C(C1)CCCCCCCC)CCCCCCCCC N,N'-(disulfanediylbis(ethane-2,1-diyl))bis(1-(2-octylcyclopropyl)heptadecan-8-amine)